CC=1C(=NC(=CN1)C)C(C)OC=1C=2N(C=C(C1)C=1N=NN(C1C)C1CCN(CC1)C1COC1)N=CC2C#N 4-[1-(3,6-Dimethylpyrazin-2-yl)ethoxy]-6-[5-methyl-1-[1-(oxetan-3-yl)-4-piperidyl]triazol-4-yl]pyrazolo[1,5-a]pyridine-3-carbonitrile